NC1=C(C=C(C=C1)C=1C=C2C(=NC1)NC(=C2CC)Cl)P(C)(C)=O (2-Amino-5-(2-chloro-3-ethyl-1H-pyrrolo[2,3-b]pyridin-5-yl)phenyl)dimethylphosphine oxide